perfluorobutyl-ethyl-trichlorosilane FC(C(F)(F)F)([Si](Cl)(Cl)Cl)C(C(C(C(F)(F)F)(F)F)(F)F)(F)F